FC=1C=C(C(=O)N2CCC3=CC(=CC=C23)C(=O)N2CCC(CC2)C2=NC3=C(N2CC2=CC(=CC=C2)F)C=CC=C3)C=CC1 (1-(3-fluorobenzoyl)indolin-5-yl)(4-(1-(3-fluorobenzyl)-1H-benzo[d]imidazol-2-yl)piperidin-1-yl)methanone